BrC=1C(=NC=C(C1)Cl)N1CC(C1)CNC(=O)C=1OC=CC1 N-((1-(3-bromo-5-chloropyridin-2-yl)azetidin-3-yl)methyl)furan-2-carboxamide